tert-butyl 4-(1-((8-fluoroimidazo[1,2-a]pyridin-6-yl)carbamoyl)-2,3-dihydro-1H-pyrrolo[2,3-b]pyridin-4-yl)piperazine-1-carboxylate FC=1C=2N(C=C(C1)NC(=O)N1CCC=3C1=NC=CC3N3CCN(CC3)C(=O)OC(C)(C)C)C=CN2